(4-(4-amino-7-((trans)-4-(4-methylpiperazin-1-yl)cyclohexyl)-7H-pyrrolo[2,3-d]pyrimidin-5-yl)phenyl)(phenyl)methan NC=1C2=C(N=CN1)N(C=C2C2=CC=C(C=C2)CC2=CC=CC=C2)[C@@H]2CC[C@H](CC2)N2CCN(CC2)C